C(C(C)C)C=C(C(=O)[O-])Cl isobutylchloro-acrylate